C(#N)C1=CC=C(C=C1)[C@]12[C@](C3=NN(C=C3O1)CC1=CC=C(C=C1)OC)([C@@H]([C@@H]([C@H]2C2=CC=CC=C2)C(=O)N(C)C)O)O |r| Rac-(4aR,5S,6R,7R,7aS)-4a-(4-cyanophenyl)-7,7a-dihydroxy-2-(4-methoxybenzyl)-N,N-dimethyl-5-phenyl-2,4a,5,6,7,7a-hexahydrocyclopenta[4,5]furo[3,2-c]pyrazole-6-carboxamide